C(C)(C)NC1(CNCC1)CO (3-(Isopropylamino)pyrrolidin-3-yl)methanol